O1C=C(C2=C1C=CC=C2)C2=NN(C1=C2C=NC(=C1)C(=O)N1C(CCC1)COC)CS(=O)(=O)C (3-benzofuran-3-yl-1-methanesulfonylmethyl-1H-pyrazolo[4,3-c]pyridin-6-yl)-(2-methoxymethyl-pyrrolidin-1-yl)-methanone